COC([C@@H](N(C(=O)N1CCN(CCC1)C(=O)[C@H]1N(CC1)C(C1=CC=CC=C1)(C1=CC=CC=C1)C1=CC=CC=C1)C)C(C)C)=O N-methyl-N-(4-((S)-1-tritylazetidine-2-carbonyl)-1,4-diazepan-1-carbonyl)-L-valine methyl ester